S=C1OCC(N1)=O 2-thioxo-4-oxazolone